(Z)-3-(bromomethyl)4-(tert-butoxycarbonylamino)-2-fluoro-but-2-enoic acid ethyl ester C(C)OC(/C(=C(\CNC(=O)OC(C)(C)C)/CBr)/F)=O